C1OCCC2=C1C=C(C=C2)C2=CC=C1C=NC(=NC1=C2)NC2=C(C=C1CCNCC1=C2)OC 7-(3,4-dihydro-1H-2-benzopyran-7-yl)-N-(6-methoxy-1,2,3,4-tetrahydroisoquinolin-7-yl)quinazolin-2-amine